L-lactate hemihydrate O.C([C@@H](O)C)(=O)O.C([C@@H](O)C)(=O)O